2,3,6,7-tetrahydroxy-1,10-dimethylanthracene OC1=C(C2=CC3=CC(=C(C=C3C(=C2C=C1O)C)O)O)C